BrC1=CC=C(O1)C(=O)NCC=1C(NC(=C2CCCCC12)C)=O 5-bromo-N-((1-methyl-3-oxo-2,3,5,6,7,8-hexahydroisoquinolin-4-yl)methyl)furan-2-carboxamide